4-(4-methoxyphenyl)-2-methyl-3-(methylthio)-1-tolyl-1H-pyrrole COC1=CC=C(C=C1)C=1C(=C(N(C1)C1=C(C=CC=C1)C)C)SC